methylphenyl-acetaldehyde CC(C=O)C1=CC=CC=C1